C(#N)C=1C=C(C=CC1)C(=NO)NCC1=C(C=CC=C1)F 3-cyano-N-(2-fluorobenzyl)-N'-hydroxybenzeneamidine